N,N'-diethyl ethylenediamine tert-butyl (3S,4S)-4-(((benzyloxy)carbonyl)amino)-3-(((methylsulfonyl)oxy)methyl)piperidine-1-carboxylate C(C1=CC=CC=C1)OC(=O)N[C@@H]1[C@H](CN(CC1)C(=O)OC(C)(C)C)COS(=O)(=O)C.C(C)NCCNCC